Chroman-4-ylmethanol O1CCC(C2=CC=CC=C12)CO